NC1CCN(CC1)C1=CC(=NC(=N1)S(=O)(=O)C)NC1=CC(=C(C=C1)F)Br 6-(4-aminopiperidin-1-yl)-N-(3-bromo-4-fluorophenyl)-2-(methylsulfonyl)pyrimid-4-amine